OC1CCC(=CC1)C1=CC=C(C=C1)C(C)(C)C1=CC=C(C=C1)N1N=C(C=C1C)C(=O)N 1-(4-(2-(4'-hydroxy-2',3',4',5'-tetrahydro-[1,1'-biphenyl]-4-yl)propan-2-yl)phenyl)-5-methyl-1H-pyrazole-3-carboxamide